bismuth neooctanoate C(CCCC(C)(C)C)(=O)[O-].[Bi+3].C(CCCC(C)(C)C)(=O)[O-].C(CCCC(C)(C)C)(=O)[O-]